NCCNCCNCCN triethylene-tetramine